FC1=CC=C(C=N1)N1CCC(CC1)C(C)(C)S(=O)(=O)C=1C(=NN(C1)C)C(F)(F)F N-(6-fluoro-pyridin-3-yl)-4-(2-((1-methyl-3-(trifluoro-methyl)-1H-pyrazol-4-yl)sulfonyl)propan-2-yl)piperidine